methyl (S)-2-((2-(2,6-difluoro-4-(methylsulfonyl)phenyl)-7-methylimidazo[1,2-a]pyridin-3-yl)methyl)morpholine-4-carboxylate FC1=C(C(=CC(=C1)S(=O)(=O)C)F)C=1N=C2N(C=CC(=C2)C)C1C[C@H]1CN(CCO1)C(=O)OC